6-ethyl-3-propyl-naphthalene-1-sulfonic acid C(C)C=1C=C2C=C(C=C(C2=CC1)S(=O)(=O)O)CCC